S1C2=C(C(=C1)C=NN=C1N=C3/C(=C/N4C1=CC=C4)/C=C(C=C3)Br)C=CC=C2 (S,E)-11-[(Benzo[b]thiophen-3-ylmethylene)hydrazono]-7-bromo-pyrrolo[2,1-c][1,4]Benzodiazepine